CC=1C=C(C=C(C1N)CC)C1(C2=CC=CC=C2C=2C=CC=CC12)C1=CC(=C(C(=C1)CC)N)C 9,9-BIS(3-METHYL-5-ETHYL-4-AMINOPHENYL)FLUORENE